4-({2-[(2-chlorobenzyl)thio]-3H-imidazo[4,5-c]pyridin-3-yl}methyl)-N-cyclopropylbenzamide ClC1=C(CSC2=NC3=C(C=NC=C3)N2CC2=CC=C(C(=O)NC3CC3)C=C2)C=CC=C1